[C@H]1([C@@H](O)[C@@H](O)[C@H](O)[C@H](O1)CO)OC[C@@H](CCO[C@@H]1[C@@H](O)[C@@H](O)[C@H](O)[C@H](O1)CO)NC(CN(CC(=O)NCCCCCC(=O)ON1C(CCC1=O)=O)CC(N[C@@H](CO[C@@H]1[C@@H](O)[C@@H](O)[C@H](O)[C@H](O1)CO)CCO[C@@H]1[C@@H](O)[C@@H](O)[C@H](O)[C@H](O1)CO)=O)=O 2,5-Dioxopyrrolidin-1-yl 6-(2-{bis[2-({(R)-1,4-bis[(α-D-mannopyranosyl)oxy]butan-2-yl}amino)-2-oxoethyl]amino}acetamido)hexanoate